methyl 1-(2-(benzyloxy)ethyl)-3-(6-(tert-butylsulfonyl)-7-methoxyimidazo[1,2-a]pyridin-3-yl)-1H-pyrazole-5-carboxylate C(C1=CC=CC=C1)OCCN1N=C(C=C1C(=O)OC)C1=CN=C2N1C=C(C(=C2)OC)S(=O)(=O)C(C)(C)C